1-(2-cyclohexylcyclopropyl)-3-[[2-(oxetan-4-yloxy)pyridin-4-yl]methyl]urea C1(CCCCC1)C1C(C1)NC(=O)NCC1=CC(=NC=C1)OC1CCO1